N-(4-pyridinyl)-N-methylamine N1=CC=C(C=C1)NC